C1(=CC=C(C=C1)NC(O[C@@H]1N(CCC1)C1=NC(=CC=C1NC(CNC1CCCC1)=O)NC=1C=C2C=NNC2=CC1)=O)C (S)-{1-{6-[(1H-indazol-5-yl) amino]-3-[2-(cyclopentylamino) acetylamino] pyridin-2-yl} pyrrolidin-2-yl} p-tolylcarbamate